1-(5-(3-hydroxypyrrolidin-3-yl)thiophen-2-yl)-2-((2-(trifluoromethyl)quinazolin-4-yl)thio)ethan-1-one hydrochloride Cl.OC1(CNCC1)C1=CC=C(S1)C(CSC1=NC(=NC2=CC=CC=C12)C(F)(F)F)=O